(5S)-2-(3-Bromobenzyl)-5-{[(3R,4S)-3,4-difluoropyrrolidin-1-yl]carbonyl}-5,6,7,8-tetrahydro[1,2,4]triazolo[4,3-a]pyridin-3(2H)-on BrC=1C=C(CN2N=C3N([C@@H](CCC3)C(=O)N3C[C@H]([C@H](C3)F)F)C2=O)C=CC1